C(C)(C)(C)C1=NC=C(C=N1)C=1N=C2SCC(CN2C(C1C#N)=N)C 8-(2-tert-butylpyrimidin-5-yl)-6-imino-3-methyl-2H,3H,4H,6H-pyrimido[2,1-b][1,3]thiazine-7-carbonitrile